tetrazole compound with water O.N1N=NN=C1